C1(CC1)CN1C(NC(C2=CC(=CC=C12)S(=O)(=O)NC1(CC1)CC)=O)=O 1-(cyclopropylmethyl)-N-(1-ethylcyclopropyl)-2,4-dioxo-1,2,3,4-tetrahydroquinazoline-6-sulfonamide